C(CC(C)CCC=C(C)C)(=O)OCC(OC(CC(C)CCC=C(C)C)=O)COC(CC(C)CCC=C(C)C)=O glycerol triscitronellate